tert-butyl 4-hydroxy-3-(1-hydroxyethyl)benzoate OC1=C(C=C(C(=O)OC(C)(C)C)C=C1)C(C)O